BrC1=C(C=CC=C1F)C(C)O 1-(2-bromo-3-fluorophenyl)ethanol